FC(C1=CC=C(O[C@H]2CN(CCC2)C2=CC=C(C(=O)O)C=C2)C=C1)(F)F (R)-4-(3-(4-(trifluoromethyl)phenoxy)piperidin-1-yl)benzoic acid